FC1=C(C=CC=C1C[C@@H]1N(CC2(CC2)[C@@H]1NS(=O)(=O)C(C)C)C(=O)[C@@H]1OCC1)C1=CC=CC=C1 N-((6S,7S)-6-((2-fluoro-[1,1'-biphenyl]-3-yl)methyl)-5-((R)-oxetane-2-carbonyl)-5-azaspiro[2.4]heptan-7-yl)propane-2-sulfonamide